NC=1C(=C(C=C2C=C(N=CC12)NC(CCNC(CCCCCNC1=C2C(N(C(C2=CC=C1)=O)C1C(NC(CC1)=O)=O)=O)=O)=O)C=1C=NC=C(C1C)N)F N-(3-((8-amino-6-(5-amino-4-methylpyridin-3-yl)-7-fluoroisoquinolin-3-yl)amino)-3-oxopropyl)-6-((2-(2,6-dioxopiperidin-3-yl)-1,3-dioxoisoindolin-4-yl)amino)hexanamide